4-chloro-6-methoxy-N-(3-nitropyridin-2-yl)-1,3,5-triazin-2-amine ClC1=NC(=NC(=N1)OC)NC1=NC=CC=C1[N+](=O)[O-]